2-amino-2-[4-(3-benzyloxyphenylthio)-2-chlorophenyl]ethyl-propane-1,3-diol NC(CC(CCO)O)C1=C(C=C(C=C1)SC1=CC(=CC=C1)OCC1=CC=CC=C1)Cl